COC1=C(C=C(C=C1)OC)NC(CI)=O N-(2,5-dimethoxyphenyl)-2-iodoacetamide